CN(C(=O)NC1=CC(=CC(=C1)C(F)(F)F)C)C1CCN(CC1)C1=NC=CN=C1 1-methyl-3-(3-methyl-5-(trifluoromethyl)phenyl)-1-(1-(pyrazin-2-yl)piperidin-4-yl)urea